6-((tetrahydro-2H-pyran-4-yl)methyl)-2,6-diazaspiro[3.3]Heptane O1CCC(CC1)CN1CC2(CNC2)C1